C(C)(C)N1C[C@@H](CCC1)NC1=CC(=C(N=N1)C1=C(C=C(C=C1)C(F)(F)F)NC(C(C)C)=O)C (R)-N-(2-(6-((1-Isopropylpiperidin-3-yl)amino)-4-methylpyridazin-3-yl)-5-(trifluoromethyl)phenyl)isobutyramide